tert-butyl (2-((N-((tert-butoxycarbonyl)-L-leucyl)sulfamoyl)methyl)benzyl)(1-cyclohexylpropan-2-yl)carbamate C(C)(C)(C)OC(=O)N[C@@H](CC(C)C)C(=O)NS(=O)(=O)CC1=C(CN(C(OC(C)(C)C)=O)C(CC2CCCCC2)C)C=CC=C1